C(CC1=CC=CC=C1)C1(CN(CC1)CC1OCCC1)C1OCCC1 3-phenethyl-3-(tetrahydrofuran-2-yl)-1-((tetrahydrofuran-2-yl)methyl)pyrrolidine